N-[(2S)-1-{4-[2-methyl-5-(3-methyl-1,2-oxazol-5-yl)benzenesulfonyl]piperazin-1-yl}propan-2-yl]-8-(trifluoromethyl)quinazolin-4-amine CC1=C(C=C(C=C1)C1=CC(=NO1)C)S(=O)(=O)N1CCN(CC1)C[C@H](C)NC1=NC=NC2=C(C=CC=C12)C(F)(F)F